NCC(C)(C)C=1C=C(C(=O)NCC(=O)NC=2SC=C(N2)C2=CC(=CC=C2)C2=CC(=NC=C2)CO)C=CC1 3-(1-amino-2-methylpropan-2-yl)-N-(2-((4-(3-(2-(hydroxymethyl)pyridin-4-yl)phenyl)thiazol-2-yl)amino)-2-oxoethyl)benzamide